N1=CNC2=C1C=CC=C2 benzo[2,1-d]imidazole